5-chloro-3-isopropyl-N-(2-(4-nitro-1H-pyrazol-1-yl)benzyl)pyrazolo[1,5-a]pyrimidine ClC1=NC=2N(C=C1)N(CC2C(C)C)CC2=C(C=CC=C2)N2N=CC(=C2)[N+](=O)[O-]